tert-butyl ((3R,6S)-5-methoxy-6-(2-(3-cis-(trifluoromethoxy)cyclobutanecarbonyl)hydrazinecarbonyl)tetrahydro-2H-pyran-3-yl)carbamate COC1C[C@H](CO[C@@H]1C(=O)NNC(=O)C1(CCC1)OC(F)(F)F)NC(OC(C)(C)C)=O